3-(2-methylpropyloxy)pyridine CC(COC=1C=NC=CC1)C